NC[C@H](C)N(C([C@@H](CC(=O)OC(C1=C(C=CC=C1)Cl)(C1=CC=CC=C1)C1=CC=CC=C1)CC1=CC(=C(C=C1)F)F)=O)C (2-Chlorotrityl) (R)-4-(((S)-1-aminopropan-2-yl)(methyl)amino)-3-(3,4-difluorobenzyl)-4-oxobutanoate